2-fluoro-5-methoxy-4-({6-[(1r,2s)-5'-methoxy-2'-oxo-1',2'-dihydrospiro[cyclopropan-1,3'-indol]-2-yl]-1H-indazol-3-yl}amino)-N,N-dimethylbenzamide FC1=C(C(=O)N(C)C)C=C(C(=C1)NC1=NNC2=CC(=CC=C12)[C@@H]1C[C@@]12C(NC1=CC=C(C=C21)OC)=O)OC